C(=O)[O-].[Na+] Natrium format